1-(2-(2-(2,6-dioxopiperidin-3-yl)-6-fluoro-1,3-dioxoisoindolin-5-yl)azetidin-3-yl)piperidine-4-carboxamide O=C1NC(CCC1N1C(C2=CC(=C(C=C2C1=O)C1NCC1N1CCC(CC1)C(=O)N)F)=O)=O